CN(CCOC=1C=C2CCN(CC2=C(C1)C=C)C(=O)OC(C)(C)C)C tert-Butyl 6-(2-(dimethylamino)ethoxy)-8-vinyl-3,4-dihydroisoquinoline-2(1H)-carboxylate